FC1=C(C(=CC=C1)F)C1=CC(N(N=C1C1=C(C=CC=C1F)F)C)=O 5,6-bis(2,6-difluorophenyl)-2-methyl-3(2H)-pyridazinone